N-aminoimidazolidin-2-one NN1C(NCC1)=O